[Si](C1=CC=CC=C1)(C1=CC=CC=C1)(C(C)(C)C)OC[C@H]1[C@@H](C1)C(=O)OCC ethyl (1R,2R)-2-(((tert-butyldiphenylsilyl)oxy)methyl)cyclopropane-1-carboxylate